methyl 3-(2-bromo-6-nitrophenyl)-2-cyanopropionate BrC1=C(C(=CC=C1)[N+](=O)[O-])CC(C(=O)OC)C#N